(4-(3-methoxyphenyl)piperazin-1-yl)(5-(2,4,5-trifluoro-3-hydroxyphenyl)-1,2,4-oxadiazol-3-yl)methanone COC=1C=C(C=CC1)N1CCN(CC1)C(=O)C1=NOC(=N1)C1=C(C(=C(C(=C1)F)F)O)F